BrC1=CC=C(C(=O)C2NCCC3=CC(=CC=C23)C(=O)NC[C@@H](CN2CC3=CC=C(C(=C3CC2)C)OCC2=C(N=CO2)C)O)C=C1 4-bromobenzoyl-N-[(2S)-2-hydroxy-3-{5-methyl-6-[(4-methyl-1,3-oxazol-5-yl)methoxy]-1,2,3,4-tetrahydroisoquinolin-2-yl}propyl]-1,2,3,4-tetrahydroisoquinoline-6-carboxamide